2-oxo-2-((2,3-dihydroxypropyl)amino)ethyl acrylate C(C=C)(=O)OCC(NCC(CO)O)=O